5-chloro-2-methoxy-benzenesulfonamide ClC=1C=CC(=C(C1)S(=O)(=O)N)OC